S1C=NC2=C1C=C(C=C2)NC2=NC=NC1=CC(=CC(=C21)OC2CCNCC2)Br N-(1,3-benzothiazol-6-yl)-7-bromo-5-(piperidin-4-yloxy)quinazolin-4-amine